Boc-beta-alanine anhydride C(=O)(OC(C)(C)C)NCCC(=O)OC(CCNC(=O)OC(C)(C)C)=O